C(C)OCCC(C=O)C 4-ethoxy-2-methyl-butyraldehyde